C(#N)C1=CC=C(C=C1)NC(=O)NC(CC(=O)O)C1=CC=C(C=C1)CC 3-{[(4-cyanophenyl)carbamoyl]amino}-3-(4-ethylphenyl)propanoic acid